(1,1,2,2,3,3-Hexadeuterio-3-[18F]fluoranyl-propyl) 2-ethyl-2-[[6-[[(1S,2S)-2-(hydroxymethyl)cyclopropyl]methoxy]-5-(3-methoxyazetidin-1-yl)pyridine-2-carbonyl]amino]butanoate C(C)C(C(=O)OC(C(C([18F])([2H])[2H])([2H])[2H])([2H])[2H])(CC)NC(=O)C1=NC(=C(C=C1)N1CC(C1)OC)OC[C@@H]1[C@H](C1)CO